2-(6-bromo-5-ethyl-7-oxo-2-(2,5,6,7-tetrahydrooxepin-4-yl)-[1,2,4]triazolo[1,5-a]pyrimidin-4(7H)-yl)-N-(2-chloro-4-(trifluoromethyl)phenyl)acetamide BrC1=C(N(C=2N(C1=O)N=C(N2)C2=CCOCCC2)CC(=O)NC2=C(C=C(C=C2)C(F)(F)F)Cl)CC